neopentylzinc bromide [Br-].C(C(C)(C)C)[Zn+]